BrC1=NC(=CC2=C1OCC(O2)C(F)(F)C2CC2)SC 5-bromo-2-(cyclopropyldifluoromethyl)-7-(methylthio)-2,3-dihydro-[1,4]dioxino[2,3-c]pyridine